1H-1,2,4-triazol-3-yl-aniline N1N=C(N=C1)NC1=CC=CC=C1